1,4-diazabicyclo[3.2.2]nonan-4-yl-[3-(2,3-dihydrobenzofuran-5-yl)-5,6-dihydro-4H-cyclopenta[c]pyrazol-1-yl]methanone N12CCN(C(CC1)CC2)C(=O)N2N=C(C1=C2CCC1)C=1C=CC2=C(CCO2)C1